FC(N1N=CC(=C1)C1=CC=C2C(=CC=NC2=C1)OC1=CC=C(C=C1)NC(=O)C1(CC1)C(=O)NC1=CC=C(C=C1)F)F 1-N-[4-[7-[1-(difluoromethyl)pyrazol-4-yl]Quinolin-4-yl]Oxyphenyl]-1-N'-(4-fluorophenyl)cyclopropane-1,1-dicarboxamide